(3R)-N-[2-cyano-3-(3-methyl-4-oxo-quinazolin-6-yl)oxy-phenyl]-3-fluoro-pyrrolidine-1-sulfonamide C(#N)C1=C(C=CC=C1OC=1C=C2C(N(C=NC2=CC1)C)=O)NS(=O)(=O)N1C[C@@H](CC1)F